FC1=C(C=CC(=C1)NC(=O)OC(C)(C)C)B(O)O 2-FLUORO-4-(TERT-BUTOXYCARBONYLAMINO)PHENYLBORONIC ACID